ClCC1=CC=C(C=C1)C=C 1-(chloromethyl)-4-vinylbenzene